isopropyl-(phenoxy)phosphorylcytidine C(C)(C)[C@@]1([C@H](O)[C@H](O)[C@@H](C(O)=P(=O)OC2=CC=CC=C2)O1)N1C(=O)N=C(N)C=C1